C(C)N(C(C1=C(C=C(C(=C1)C(C)C)O)O)=O)C1=CC(=CC=C1)F N-ethyl-N-(3-fluorophenyl)-2,4-dihydroxy-5-isopropylbenzamide